BrC=1C=C2C=CC(=CC2=CC1)C=1N=C(SC1)N1CCC(CC1)(N)C 1-(4-(6-bromonaphthalen-2-yl)thiazol-2-yl)-4-methylpiperidin-4-amine